C(#N)C1=C(C=C(CNC(=O)C2=NN(C=3C(N(CCC32)CC3(CC3)S(=O)(=O)C3CC3)=O)C)C=C1)C N-(4-Cyano-3-methylbenzyl)-6-((1-(cyclopropylsulfonyl)cyclopropyl)methyl)-1-methyl-7-oxo-4,5,6,7-tetrahydro-1H-pyrazolo[3,4-c]pyridine-3-carboxamide